1-methoxy-ethylamino-4-aminobenzene COC(C)NC1=CC=C(C=C1)N